6-(T-Butoxycarbonyl)-L-lysine benzyl ester monohydrochloride Cl.C(C1=CC=CC=C1)OC([C@@H](N)CCCC(N)C(=O)OC(C)(C)C)=O